ClC1=CC=C(S1)CNC1=CC(=NN1C(C(C)(C)C)=O)C1N(CCC1)C(=O)N1CCOCC1 1-(5-{[(5-Chlorothiophen-2-yl)methyl]amino}-3-[1-(morpholin-4-carbonyl)pyrrolidin-2-yl]-1H-pyrazol-1-yl)-2,2-dimethylpropan-1-on